2-phenylpiperidin-4-yl-sodium glycinate NCC(=O)O.C1(=CC=CC=C1)C1NCCC(C1)[Na]